FC=1C(=NC(=CC1)B1OC(C(O1)(C)C)(C)C)N1CC(OC(C1)C)C 4-(3-fluoro-6-(4,4,5,5-tetramethyl-1,3,2-dioxaborolan-2-yl)pyridin-2-yl)-2,6-dimethylmorpholine